COC1=CC=2N=CN=C(C2C=N1)O 7-Methoxypyrido[4,3-d]pyrimidin-4-ol